(3S,6S,7R,8R)-8-Benzyl-3-[({3-[(isobutyryloxy)methoxy]-4-methoxypyridin-2-yl} carbonyl)amino]-6-methyl-4,9-dioxo-1,5-dioxonan-7-yl-2-methylpropanoat C(C1=CC=CC=C1)[C@@H]1[C@H]([C@@H](OC([C@H](COC1=O)NC(=O)C1=NC=CC(=C1OCOC(C(C)C)=O)OC)=O)C)OC(C(C)C)=O